C(N)(=O)C1=NN(C=C1NC(=O)C=1N=C(OC1)C1=CC(=NC=C1)N(C(OC(C)(C)C)=O)CC(F)(F)F)C1=CC=C(C=C1)CO tert-butyl N-[4-[4-[[3-carbamoyl-1-[4-(hydroxymethyl)phenyl]pyrazol-4-yl] carbamoyl]oxazol-2-yl]-2-pyridyl]-N-(2,2,2-trifluoroethyl)carbamate